1H-pyrazolo-[4,3-c]pyridine-3-carboxamide N1N=C(C=2C=NC=CC21)C(=O)N